5-bromo-4-chloro-3-indolyl [3-D-galactopyranoside] O(C1[C@H](O)[C@@H](O)[C@@H](O)[C@H](O1)CO)C1=CNC2=CC=C(C(=C12)Cl)Br